t-butyl-N-[4-[[7-isopropyl-5-(p-tolylsulfonyl)-pyrrolo[2,3-b]-pyrazin-2-yl]methyl]-3,5-dimethylphenyl]carbamate C(C)(C)(C)OC(NC1=CC(=C(C(=C1)C)CC=1N=C2C(=NC1)N(C=C2C(C)C)S(=O)(=O)C2=CC=C(C=C2)C)C)=O